[N+](=O)([O-])C=1C=C(\C=C(/C(=O)OC)\C(C)=O)C=CC1 (Z)-methyl 2-(3-nitrobenzylidene)-3-oxobutanoate